CC=1N(C(=CC1)C)[C@H](C)C=1C=C(C(=O)O)C=CC1 3-[(1R)-1-(2,5-Dimethylpyrrol-1-yl)ethyl]benzoic Acid